FC(C(C(=O)NC)NC(OCC1=CC=CC=C1)=O)(F)F Benzyl (1,1,1-trifluoro-3-(methylamino)-3-oxopropan-2-yl)carbamate